3-(5-fluoro-6-oxo-1,6-dihydropyrimidin-2-yl)-1-(2-fluorobenzyl)-1H-pyrazole-5-carbonitrile FC1=CN=C(NC1=O)C1=NN(C(=C1)C#N)CC1=C(C=CC=C1)F